BrC=1C=C(C=2CCCCC2C1)C1=C(C(=CC=2CCCCC12)Br)O[Si](C)(C)C(C)(C)C (1R)-3,3'-dibromo-2'-[[(1,1-dimethylethyl)dimethylsilyl]oxy]-5,5',6,6',7,7',8,8'-octahydro[1,1'-binaphthalen]